N-(3-bromo-4-(1H-imidazol-1-yl)phenyl)-4-(3,5-dimethylisoxazol-4-yl)-2-methylaniline BrC=1C=C(C=CC1N1C=NC=C1)NC1=C(C=C(C=C1)C=1C(=NOC1C)C)C